C1(CCCC1)C=1C=NC(=NC1)NC(C1=C(C=CC(=C1)[N+](=O)[O-])SC1=NN=NN1CCN(C)C)=O N-(5-cyclopentylpyrimidin-2-yl)-2-({1-[2-(dimethylamino)ethyl]-1H-tetrazol-5-yl}sulfanyl)-5-nitrobenzamide